(E)-N-(2-aminophenyl)-3-(4-(((2-(4-fluorophenyl)cyclopropyl)amino)methyl)phenyl)acrylamide TFA Salt OC(=O)C(F)(F)F.NC1=C(C=CC=C1)NC(\C=C\C1=CC=C(C=C1)CNC1C(C1)C1=CC=C(C=C1)F)=O